CC(C)(O[SiH2]CCCSSCCC[SiH2]OC(C)(C)C)C bis-[3-(dimethylethoxy) silylpropyl] disulfide